C(C1=CC=CC=C1)O[C@@H]1CN(C[C@H]1C=C)C(=O)OC(C)(C)C |r| rac-tert-butyl (3S,4R)-3-(benzyloxy)-4-ethenylpyrrolidine-1-carboxylate